6-[5-(difluoromethyl)-2-pyridyl]-8-methoxy-N-[(1R)-1-(6-methylpyridazin-3-yl)ethyl]quinazolin-4-amine FC(C=1C=CC(=NC1)C=1C=C2C(=NC=NC2=C(C1)OC)N[C@H](C)C=1N=NC(=CC1)C)F